ClCC(=O)NC=1C=CC=C(OC=2C(=NC=CC2)C(=O)N[C@H](C(=O)OCC)CCC(=O)OCC)C1 1,5-diethyl (2S)-2-{[5-(2-chloroacetamido) phenoxypyridin-2-yl]formamido}pentanedioate